chloro-1-methyl-1H-pyrazole-4-carbaldehyde ClC1=NN(C=C1C=O)C